C1(CC1)C=1SC(=C(N1)C1=NC(=CC=C1)C)OC1=CC(=NC=C1)NC1=CC=CC(=N1)C(=O)N 6-((4-((2-Cyclopropyl-4-(6-methylpyridin-2-yl)thiazol-5-yl)oxy)pyridin-2-yl)amino)picolinamide